(R)-7-bromo-8-chloro-N-(1-(3-(difluoromethyl)-2-fluorophenyl)ethyl)-6-iodo-2-methylquinoline BrC1=C(C=C2C=C[C@H](N(C2=C1Cl)C(C)C1=C(C(=CC=C1)C(F)F)F)C)I